6-((1-cyclopropyl-1H-pyrazol-3-yl)amino)-4-((3-(5-fluoropyrimidin-2-yl)-2-methoxyphenyl)amino)-N-(methyl-d3)nicotinamide C1(CC1)N1N=C(C=C1)NC1=NC=C(C(=O)NC([2H])([2H])[2H])C(=C1)NC1=C(C(=CC=C1)C1=NC=C(C=N1)F)OC